CC1=NN(C2=NC(=CN=C21)N2CC1(CN(C1)C=1C=NC(=NC1)C(F)(F)F)CC2)CC(F)(F)F 6-[3-methyl-1-(2,2,2-trifluoroethyl)-1H-pyrazolo[3,4-b]pyrazin-6-yl]-2-[2-(trifluoromethyl)pyrimidin-5-yl]-2,6-diazaspiro[3.4]octane